2-(2-aminoethoxy)ethyl (4-fluorocarbonylphenyl) carbonate C(OCCOCCN)(OC1=CC=C(C=C1)C(=O)F)=O